C(N)(OC1(CCC2(OCC(O2)CC2=CC=CC=C2)CC1)C(NC)=O)=O (benzyl 8-(methylcarbamoyl)-1,4-dioxaspiro[4.5]decan-8-yl) carbamate